FC1=C(C=2C=NC(=NC2C=C1C1=C(C2=C(OCCN2)N=C1)C)NC1=CC(=NS1)C)N 6-fluoro-7-(8-methyl-2,3-dihydro-1H-pyrido[2,3-b][1,4]oxazin-7-yl)-N~2~-(3-methyl-1,2-thiazol-5-yl)quinazoline-2,5-diamine